Dimethyl (S)-2-(3-oxocyclopentyl)malonate O=C1C[C@H](CC1)C(C(=O)OC)C(=O)OC